(rac)-trans-6-(4-hydroxycycloheptyl)-1-[1-[4-(trifluoromethoxy)benzoyl]-4-piperidyl]-3H-imidazo[4,5-b]pyridin-2-one O[C@@H]1CC[C@H](CCC1)C=1C=C2C(=NC1)NC(N2C2CCN(CC2)C(C2=CC=C(C=C2)OC(F)(F)F)=O)=O |r|